C1(=CC=CC=C1)C1=CC=C(C=N1)CN1C=CC2=CC=CC(=C12)C(=O)NC1(CC1)C12CC(C1)(C2)C(=O)O 3-(1-(1-((6-Phenylpyridin-3-yl)methyl)-1H-indole-7-carboxamido)cyclopropyl)bicyclo[1.1.1]pentane-1-carboxylic acid